2-iodo-N-(2,2,2-trifluoroethyl)acetamide ICC(=O)NCC(F)(F)F